5-[8-fluoro-6-hydroxy-2-(3-methoxypropyl)-1,2,3,4-tetrahydroisoquinolin-7-yl]-1lambda6,2,5-thiadiazolidine-1,1,3-trione FC=1C(=C(C=C2CCN(CC12)CCCOC)O)N1CC(NS1(=O)=O)=O